(R)-5-cyclopropyl-2-((6-fluoro-2-methylpyridin-3-yl)oxy)-4-methyl-N-(3-(S-methylamino-sulfinyl)phenyl)nicotinamide C1(CC1)C=1C=NC(=C(C(=O)NC2=CC(=CC=C2)[S@@](=O)NC)C1C)OC=1C(=NC(=CC1)F)C